FC(C1=C(C(=NC=C1)[C@@H](C)N)F)F (1R)-1-[4-(difluoromethyl)-3-fluoro-2-pyridyl]ethanamine